methyl (S)-2-(4-(6-((4-chloro-2-fluorobenzyl)oxy)pyridin-2-yl)-2,5-difluorobenzyl)-1-(oxetan-2-ylmethyl)-1H-benzo[d]imidazole-6-carboxylate ClC1=CC(=C(COC2=CC=CC(=N2)C2=CC(=C(CC3=NC4=C(N3C[C@H]3OCC3)C=C(C=C4)C(=O)OC)C=C2F)F)C=C1)F